ClC=1C(=CC=C2N=CC(=NC12)C=1C=NN(C1)CC1CCNCC1)OC1=CC=2N(C=C1)C=C(N2)C 8-chloro-7-((2-methylimidazo[1,2-a]pyridin-7-yl)oxy)-2-(1-(piperidin-4-ylmethyl)-1H-pyrazol-4-yl)quinoxaline